FC(OC1=NC=CC(=C1)NC1=NC(=CC(=N1)C1CCN(C=C1)C(=O)OC(C)(C)C)C1=CC=CC=C1)F tert-butyl 4-(2-((2-(difluoromethoxy)pyridin-4-yl)amino)-6-phenylpyrimidin-4-yl)-dihydropyridine-1(2H)-carboxylate